(2r,3r,4r,5r)-5-fluoro-1-(3-fluoro-4-hydroxy-5-hydroxymethyl-3-methyltetrahydrofuran-2-yl)-1H-pyrimidine-2,4-dione FC=1C(NC(N(C1)[C@@H]1O[C@@H]([C@H]([C@@]1(C)F)O)CO)=O)=O